6-benzyl 3-tert-butyl 3,6-diazabicyclo[3.1.1]heptane-3,6-dicarboxylate C12CN(CC(N1C(=O)OCC1=CC=CC=C1)C2)C(=O)OC(C)(C)C